2-[[(1S,2S,3S,5R)-2,6,6-trimethylnorpinan-3-yl]carbamoyl]-1H-pyrrolo[2,3-c]pyridine C[C@H]1[C@H]2C([C@@H](C[C@@H]1NC(=O)C1=CC=3C(=CN=CC3)N1)C2)(C)C